6-chloro-7-methyl-1H-imidazo[4,5-b]pyridine-2-carboxylic acid ClC=1C(=C2C(=NC1)N=C(N2)C(=O)O)C